BrC=1C=2N(C=C(C1)NC(CN1N=C(N3C(C1=O)=CC(=N3)C3CC3)C(C)C)=O)C=NN2 N-(8-bromo-[1,2,4]triazolo[4,3-a]pyridin-6-yl)-2-(2-cyclopropyl-7-isopropyl-4-oxopyrazolo[1,5-d][1,2,4]triazin-5(4H)-yl)acetamide